5-fluoro-3-(2-(3-(4-methoxyphenyl)-4-oxothiazolidin-2-ylidene)hydrazono)-1H-indol-2-one FC=1C=C2C(C(NC2=CC1)=O)=NN=C1SCC(N1C1=CC=C(C=C1)OC)=O